7-(3-fluoro-4-(trifluoromethyl)phenoxy)-1,2,3,4-tetrahydroisoquinoline HCl salt Cl.FC=1C=C(OC2=CC=C3CCNCC3=C2)C=CC1C(F)(F)F